(3R)-3-amino-8-fluoro-7-[5-(1-fluoro-1-methyl-ethyl)-1,2,4-oxadiazol-3-yl]-5-[(4-fluorophenyl)methyl]-1,1-dioxo-2,3-dihydro-1lambda6,5-benzothiazepin-4-one N[C@H]1CS(C2=C(N(C1=O)CC1=CC=C(C=C1)F)C=C(C(=C2)F)C2=NOC(=N2)C(C)(C)F)(=O)=O